C(C)OC1=C(C(=C(C=C1)O)F)F Ethoxy-2,3-difluorophenol